COC1=C(C(=CC=C1)OC)C1=CC=CC=C1 2,6-dimethoxy-1,1'-biphenyl